N=1NN=NC1C(=O)OCC ethyl 2H-tetrazole-5-carboxylate